CS(=O)(=O)NC=1C=C(C=CC1)NC(C1=CC(=CC=C1)N1NNNC1)=O N-(3-(methylsulfonamido)phenyl)-3-(tetrazolidin-1-yl)benzamide